ethyl (2E)-3-(3-amino-6-chloro-4-methylpyridin-2-yl)prop-2-enoate NC=1C(=NC(=CC1C)Cl)/C=C/C(=O)OCC